BrC=1C=C(C=CC1)N(CCNC(C)=O)C1=CC=C(C=C1)F N-{2-[(3-bromophenyl)-(4-fluorophenyl)amino]ethyl}acetamide